N[C@@H](CO)[C@@H](\C=C\CCCCCCCCCCCCCCCCCCCC)O (E,2S,3R)-2-aminopentacosane-4-ene-1,3-diol